COC([C@H](CC(C)C)N1N=C(C(=CC1=O)C1CC1)CC=O)=O (S)-2-(4-cyclopropyl-6-oxo-3-(2-oxoethyl)pyridazin-1(6H)-yl)-4-methylpentanoic acid methyl ester